C(C(=C)C)(=O)OCCC(C(=O)O)CC 2-(methacryloyloxy)ethylbutanic acid